2-(4-(5-(1H-pyrrolo[2,3-b]pyridin-4-yl)-1H-pyrazol-3-yl)piperidin-1-yl)acetonitrile N1C=CC=2C1=NC=CC2C2=CC(=NN2)C2CCN(CC2)CC#N